BrC=1C=C(\C=C\2/OC3=C(C2=O)C=CC(=C3)O)C=CC1 (Z)-2-(3-bromobenzylene)-6-hydroxybenzofuran-3(2H)-one